ClC1=C(C=2C(=C(C=C(C2C(=C1)C(=O)O)C(=O)O)Cl)C(=O)O)C(=O)O 2,7-dichloronaphthalene-1,4,5,8-tetracarboxylic acid